ClC=1C=C(C=CC1C1=CC(OC2=CC(=CC=C12)O)=O)NC(CCCCCCCCCCCCC)=O N-[3-chloro-4-(7-hydroxy-2-oxo-chromen-4-yl)phenyl]tetradecanamide